OC(C)(C)C1=NN=C(O1)C=1C(=C2C(=NC1)NC=C2)N[C@H]2CN(C[C@H](C2)C)C(CC#N)=O 3-((3R,5S)-3-((5-(5-(2-hydroxypropan-2-yl)-1,3,4-oxadiazol-2-yl)-1H-pyrrolo[2,3-b]pyridin-4-yl)amino)-5-methylpiperidin-1-yl)-3-oxopropanenitrile